BrC=1C(=NN(C1)C)C1=C(C(=NC=C1)OC)Cl (4-bromo-1-methyl-1H-pyrazol-3-yl)-3-chloro-2-methoxypyridine